ClC=1C=C2C(=NC(N(C2=CC1C(F)(F)F)C1=C(C=CC=C1)Cl)=O)NCC1CC1 6-chloro-1-(2-chlorophenyl)-4-((cyclopropylmethyl)amino)-7-(trifluoromethyl)-quinazolin-2(1H)-one